2-chloro-6-(4-fluorophenyl)pyridine ClC1=NC(=CC=C1)C1=CC=C(C=C1)F